FC1=C2CCN(CC2=CC(=C1)OC)C(=O)OC(C)(C)C tert-butyl 5-fluoro-7-methoxy-3,4-dihydro-1H-isoquinoline-2-carboxylate